(3S,4R)-4-(5-chloro-1-methyl-pyrazol-3-yl)-N-(3-fluoro-2-methoxy-phenyl)-1-methyl-2-oxo-pyrrolidine-3-carboxamide ClC1=CC(=NN1C)[C@@H]1[C@H](C(N(C1)C)=O)C(=O)NC1=C(C(=CC=C1)F)OC